FC(C1=CC=C(C=N1)CC1CCC2(CN(C2)C(=O)OC(C)(C)C)CC1)(F)F tert-butyl 7-[[6-(trifluoromethyl)-3-pyridyl]methyl]-2-azaspiro[3.5]nonane-2-carboxylate